NCCCCOC1CN(C1)C1=NC2=C(C3=CN=CC=C13)C=CC(=C2)C(=O)O 5-(3-(4-aminobutoxy)azetidin-1-yl)benzo[c][2,6]naphthyridine-8-carboxylic acid